2,6-dichloro-3-pyridylboronic acid ClC1=NC(=CC=C1B(O)O)Cl